OCC1=CC=C(O1)C#N 5-hydroxymethyl-furonitrile